tert-butyl (2S,4S)-2-methyl-4-(tosyloxy)piperidine-1-carboxylate C[C@@H]1N(CC[C@@H](C1)OS(=O)(=O)C1=CC=C(C)C=C1)C(=O)OC(C)(C)C